C(C)(C)(C)C1=NC(=NO1)C(=O)NCC1=C(C=C(C=C1)C1=NC=NN2C1=CC(=C2)C2=CC=C(C=C2)C=O)C 5-tert-butyl-N-[[4-[6-(4-formylphenyl)pyrrolo[2,1-f][1,2,4]triazin-4-yl]-2-methyl-phenyl]methyl]-1,2,4-oxadiazole-3-carboxamide